FC=1C=CC2=C(C=CC=C2C1)C#C[Si](C(C)C)(C(C)C)C(C)C 3-fluoro-8-{[tri(prop-2-yl)silyl]ethynyl}naphthalene